C(C)N1N=C(C(=C1)C1=C(C=CC=C1)C1C2=C(CN(C1)C(\C=C\CN1CC(CC1)C)=O)SC(=C2)C#N)C(F)(F)F 4-(2-(1-ethyl-3-(trifluoromethyl)-1H-pyrazol-4-yl)phenyl)-6-((E)-4-(3-methylpyrrolidin-1-yl)but-2-enoyl)-4,5,6,7-tetrahydrothieno[2,3-c]pyridine-2-carbonitrile